(3R,4S)-3-benzyloxy-3-isopropenyl-tetrahydropyran-4-ol C(C1=CC=CC=C1)O[C@@]1(COCC[C@@H]1O)C(=C)C